NC1=CC=C(C=C1)/C=C/C(=O)C1=CC=CC=C1 (E)-3-(4-aminophenyl)-1-phenyl-2-propen-1-one